C(C)(C)(C)OC(N[C@@H]1C(N(C2=C(OC1)C=CC(=C2)OCC=2N=NN(C2)CC(C)(C)O)C)=O)=O (S)-(7-((1-(2-hydroxy-2-methylpropyl)-1H-1,2,3-triazol-4-yl)methoxy)-5-methyl-4-oxo-2,3,4,5-tetrahydrobenzo[b][1,4]oxazepin-3-yl)carbamic acid tert-butyl ester